CC1(C(=C(C(=C1)C)C)C)[Zr](N(C)C)(N(C)C)N(C)C (1,2,3,4-tetramethylcyclopentadienyl)tris(dimethylamino)zirconium